[Si](C)(C)(C(C)(C)C)OCCC[C@@H](C)OC1=NC(=CC=C1S(=O)NC(OC(C)(C)C)=O)C tert-butyl ((2-(((R)-5-((tert-butyldimethylsilyl)oxy)pentan-2-yl)oxy)-6-methylpyridin-3-yl)sulfinyl)carbamate